C(CCC)C1=NC=2C(=C(N=NC2Cl)Cl)N1CC1=CC=C(CNC(OC(C)(C)C)=O)C=C1 tert-butyl (4-((2-butyl-4,7-dichloro-1H-imidazo[4,5-d]pyridazin-1-yl)methyl) benzyl)carbamate